COC=1C=C(C=CC1OC)C1CC(NC=2N=CNC(C21)=O)=O 5-(3,4-dimethoxyphenyl)-5,6-dihydropyrido[2,3-d]pyrimidine-4,7(3H,8H)-dione